COC1=CC=C(C=C1)N1C=NC2=CC=CC=C2C1=O 3-(4-methoxyphenyl)-4-oxo-3,4-dihydroquinazolin